CC1CCN(CC1)NC(S)=S 4-methylpiperidinyldithiocarbamic acid